4-((2-methoxy-3-(1-methyl-1H-1,2,4-triazol-3-yl)phenyl)amino)-N-methyl-2-((1-methyl-1H-pyrazol-4-yl)amino)pyrimidine-5-carboxamide COC1=C(C=CC=C1C1=NN(C=N1)C)NC1=NC(=NC=C1C(=O)NC)NC=1C=NN(C1)C